NC=1C2=C(N=CN1)N(C=C2C2=CC(=C(C(=C2)F)NC(=O)NC2=NOC(=C2)C2(CC2)C(F)(F)F)F)C2CC2 1-(4-(4-AMINO-7-CYCLOPROPYL-7H-PYRROLO[2,3-D]PYRIMIDIN-5-YL)-2,6-DIFLUOROPHENYL)-3-(5-(1-(TRIFLUOROMETHYL)CYCLOPROPYL)ISOXAZOL-3-YL)UREA